7-[dimethyl(oxo)-λ5-phosphoranyl]-3-(2-{[(1S,3S)-3-{[3-fluoro-4-(methylamino)butyl]amino}cyclopentyl]amino}-5-(trifluoromethyl)pyrimidin-4-yl)-1H-indole-6-carboxylic acid CP(C=1C(=CC=C2C(=CNC12)C1=NC(=NC=C1C(F)(F)F)N[C@@H]1C[C@H](CC1)NCCC(CNC)F)C(=O)O)(=O)C